N-(2-morpholino-5-(pyrrolidin-1-yl)oxazolo[4,5-b]pyridin-6-yl)oxazole-4-carboxamide O1CCN(CC1)C=1OC=2C(=NC(=C(C2)NC(=O)C=2N=COC2)N2CCCC2)N1